1-(2,4-dihydroxy-6-methylphenyl)ethan-1-one OC1=C(C(=CC(=C1)O)C)C(C)=O